C1(=CC=CC=C1)C1=CC(=NC(=C1)C1=CC=NC=C1)C1=CC=NC=C1 4'-phenyl-4,2':6',4''-terpyridine